1-isothiocyanato-4R-[methylsulfinyl]butane N(=C=S)CCCC[S@](=O)C